FC1=C(C=CC(=C1F)OC)C1=CN=C2N1C=CN=C2NC2=CC(=C(C(=O)NC[C@@H](C)N)C=C2)CC 4-[[3-(2,3-difluoro-4-methoxyphenyl)imidazo[1,2-a]pyrazin-8-yl]amino]-2-ethyl-N-[(2R)-2-aminopropyl]benzamide